N-(4,5-dichloro-2-fluorophenyl)-4-fluoro-3-oxo-3,5,6,7,8,9-hexahydro-2H-6,9-methano-cyclohepta[c]pyridine-10-carboxamide ClC1=CC(=C(C=C1Cl)NC(=O)C1C2CC=3C(=CNC(C3F)=O)C1CC2)F